N[C@H]([C@H](O)C)CO D-allo-Threoninol